C(C)(C)(C)OC(NC1(COC2(OC1)CCOCC2)C=O)=O tert-Butyl-(3-formyl-1,5,9-trioxaspiro[5.5]undecan-3-yl)carbamat